N[C@@H]1[C@@H](OB(OC1=O)[C@H](CC(C)C)NC(CNC(C1=C(C=CC(=C1)Cl)Cl)=O)=O)C(=O)OC methyl (4R,5R)-5-amino-2-((R)-1-(2-(2,5-dichlorobenzamido) acetamido)-3-methylbutyl)-6-oxo-1,3,2-dioxaborinane-4-carboxylate